C[C@H](C#C)NC(=O)C1=CC2=CC=CC(=C2C=C1)C1=CC=C(C=C1)C(F)(F)F (R)-N-(but-3-yn-2-yl)-5-(4-(trifluoromethyl)phenyl)-2-naphthamide